(3r,4r)-1-(4-aminopyrimidin-2-yl)-5,5-difluoro-4-methoxypiperidin-3-ol NC1=NC(=NC=C1)N1C[C@H]([C@H](C(C1)(F)F)OC)O